ClC=1C=C(C=C(C1Cl)Cl)NC(=S)N 1-(3,4,5-trichlorophenyl)thiourea